2-methyloxirane-2-carboxamide CC1(OC1)C(=O)N